2-fluoro-6-[(2-chloro-6-fluorobenzyl)amino]-9-(tetrahydro-2H-pyran-2-yl)-9H-purine FC1=NC(=C2N=CN(C2=N1)C1OCCCC1)NCC1=C(C=CC=C1F)Cl